BrC1=C(C(=O)NC(NC2=CC=C(C=C2)OC2=C3N=CN(C3=NC=N2)CC2CC2)=O)C=CC=C1 2-bromo-N-((4-((9-(cyclopropylmethyl)-9H-purin-6-yl)oxy)phenyl)carbamoyl)benzamide